allyl 2-ethoxyethyl ether C(C)OCCOCC=C